C1(=CC=CCC1)CC(C)N 1-Cyclohexa-1,3-dien-1-ylpropan-2-amine